CN1CCN(CC1)C1=CC(=C(N)C=C1)N1CCC(CC1)C 4-(4-Methylpiperazin-1-yl)-2-(4-methylpiperidin-1-yl)aniline